3-Bromo-4-fluorobenzenesulfonamide BrC=1C=C(C=CC1F)S(=O)(=O)N